FC([C@](N)(CCCN)C(=O)O)F l-α-difluoromethyl-ornithine